N1(C=NC=C1)C1=CC=C(CN(C2=CC=C(CN3C(CNC(C3)=O)=O)C=C2)CC2=CC(=CC=C2)OC)C=C1 1-(4-((4-(1H-imidazol-1-yl)benzyl)(3-methoxybenzyl)amino)benzyl)piperazine-2,5-dione